FC1=C(C=CC(=C1)C(C(=O)N(C)CC(CN1C=NC=C1)(O)C1=CC=C(C=C1)F)C)C1=CC=CC=C1 2-(2-fluoro-[1,1'-biphenyl]-4-yl)-N-(2-(4-fluorophenyl)-2-hydroxy-3-(1H-imidazol-1-yl)propyl)-N-methylpropanamide